1-(2-(3-Fluoro-5-(trifluoromethyl)benzyl)pyridin-4-yl)-3-methyl-N-(oxetan-3-yl)-1H-pyrazol-4-carboxamid FC=1C=C(CC2=NC=CC(=C2)N2N=C(C(=C2)C(=O)NC2COC2)C)C=C(C1)C(F)(F)F